2,5-bis(t-butylperoxy)-2,5-dimethyl-3-cyclohexyne C(C)(C)(C)OOC1(CCC(C#C1)(C)OOC(C)(C)C)C